ethyl (S,Z)-4-((1R,3R,4R)-2-((3-chlorophenyl)-D-leucyl)-5,5-difluoro-2-azabicyclo[2.2.2]octane-3-carboxamido)-2-fluoro-5-((R)-2-oxopyrrolidin-3-yl)pent-2-enoate ClC=1C=C(C=CC1)N[C@H](CC(C)C)C(=O)N1[C@H]2CC([C@@H]([C@@H]1C(=O)N[C@H](\C=C(\C(=O)OCC)/F)C[C@@H]1C(NCC1)=O)CC2)(F)F